N-[4-(2-methyl-3-pyridyl)thiazol-2-yl]-4-morpholino-benzamide CC1=NC=CC=C1C=1N=C(SC1)NC(C1=CC=C(C=C1)N1CCOCC1)=O